tert-butyl N-[(2S)-1-[4-(benzylamino)-7-methylthieno[3,2-c]pyridazin-6-yl]propan-2-yl]carbamate C(C1=CC=CC=C1)NC=1C2=C(N=NC1)C(=C(S2)C[C@H](C)NC(OC(C)(C)C)=O)C